isobutenyl-methyl-dimethoxysilane C(=C(C)C)[Si](OC)(OC)C